OC=1C=C(/C=C/C=2OC(=CC(C2O)=O)CO)C=CC1O (E)-2-(3,4-dihydroxystyryl)-3-hydroxy-6-(hydroxymethyl)-4H-pyran-4-one